1-(6-isocyanatohexyl)-3-(6-methyl-4-oxo-1H-pyrimidin-2-yl)urea N(=C=O)CCCCCCNC(=O)NC=1NC(=CC(N1)=O)C